diethyl (1-(4-chlorophenyl)-3,5-dimethyl-1H-pyrazole-4-carbonyl)-L-valyl-D-glutamate ClC1=CC=C(C=C1)N1N=C(C(=C1C)C(=O)N[C@@H](C(C)C)C(=O)N[C@H](CCC(=O)OCC)C(=O)OCC)C